N-fluorenylmethoxycarbonyl-N'-1-(4,4-dimethyl-2,6-dioxocyclohexylidene)ethyl-L-lysine C1(=CC=CC=2C3=CC=CC=C3CC12)COC(=O)N[C@@H](CCCCNC(C)=C1C(CC(CC1=O)(C)C)=O)C(=O)O